(R)-6-ethoxy-N-(6-(hexahydropyrrolo[1,2-a]pyrazin-2(1H)-yl)pyridazin-3-yl)-2-methyl-2H-indazole-5-carboxamide formate salt C(=O)O.C(C)OC=1C(=CC2=CN(N=C2C1)C)C(=O)NC=1N=NC(=CC1)N1C[C@@H]2N(CC1)CCC2